(3R)-3-(2-(8-oxa-3-azabicyclo[3.2.1]octane-3-carbonyl)-6-(4,4,5,5-Tetramethyl-1,3,2-dioxaborolan-2-yl)-1,2,3,4-tetrahydroisoquinolin-8-yl)morpholine-4-carboxylic acid C12CN(CC(CC1)O2)C(=O)N2CC1=C(C=C(C=C1CC2)B2OC(C(O2)(C)C)(C)C)[C@H]2N(CCOC2)C(=O)O